CC=1N=C(SC1C)S(=O)(=O)N 4,5-dimethylthiazole-2-sulfonamide